OC=1C=C2C=C(C(N(C2=CC1)C)=O)C(=O)NC1=CC=CC=C1 6-hydroxy-1-methyl-2-oxo-N-phenyl-quinoline-3-carboxamide